[3-[(5-chloro-4-fluoro-2-pyridyl)amino]-1-(2,2,2-trifluoroethyl)pyrazolo[4,3-c]pyridin-6-yl]-(1,4-oxazepan-4-yl)methanone ClC=1C(=CC(=NC1)NC1=NN(C2=C1C=NC(=C2)C(=O)N2CCOCCC2)CC(F)(F)F)F